CN([C@@H](C(C)C)C(=O)OC)C(=O)N1C[C@H](N(CC1)C(=O)C1[N@@](C1)C(C1=CC=CC=C1)(C1=CC=CC=C1)C1=CC=CC=C1)C methyl N-methyl-N-((R)-3-methyl-4-((R)-1-tritylaziridine-2-carbonyl)piperazine-1-carbonyl)-L-valinate